C(#C)C=1SC=CN1 2-ethynylthiazole